N-[(cis)-2-Hydroxycyclobutyl]-2-(1-methyl-1H-pyrazol-4-yl)-6-[4-(trifluoromethoxy)phenyl]pyrimidin O[C@@H]1[C@@H](CC1)N1C(N=CC=C1C1=CC=C(C=C1)OC(F)(F)F)C=1C=NN(C1)C